C1(=CC=CC=C1)C=1C=C2C=NN(C2=C(C1)C(=O)NCC1CCC(CC1)C(=O)OC)CC1=CC(=CC=C1)C(F)(F)F methyl (1r,4r)-4-((5-phenyl-1-(3-(trifluoromethyl)benzyl)-1H-indazole-7-carboxamido)methyl)cyclohexane-1-carboxylate